styrene ethoxyethyl-acrylate C(C)OCCOC(C=C)=O.C=CC1=CC=CC=C1